(2,2'-dimethyl-[1,1'-biphenyl]-3,3'-diyl)bis(7-(1-hydroxypropan-2-yl)-5,6,7,8-tetrahydroimidazo[1,2-a]pyrazine-2-carboxamide) CC1=C(C=CC=C1C1=C(N=C2N1CCN(C2)C(CO)C)C(=O)N)C2=C(C(=CC=C2)C2=C(N=C1N2CCN(C1)C(CO)C)C(=O)N)C